C(C)(C)(C)OC(=O)[C@@H]1CCCC=2N1C(N(N2)CC2(CC2)C2=CC=C(C=C2)F)=O tert-Butyl-(5S)-2-{[1-(4-fluorophenyl)cyclopropyl]methyl}-3-oxo-2,3,5,6,7,8-hexahydro[1,2,4]triazolo[4,3-a]pyridine-5-carboxylate